1-(2-(1,4-oxazepan-4-yl)ethyl)-N-(bicyclo[1.1.1]pentan-1-yl)-4-hydroxy-2-oxo-6-(trifluoromethyl)-1,2-dihydro-1,8-naphthyridine-3-carboxamide O1CCN(CCC1)CCN1C(C(=C(C2=CC(=CN=C12)C(F)(F)F)O)C(=O)NC12CC(C1)C2)=O